ClC=1C=C2C(C(=CN(C2=CC1N1[C@H](CCC1)COC1=NC=CC=C1Cl)C=1C=NC(=CC1)Cl)C(=O)OCC)=O ethyl 6-chloro-7-[(2R)-2-{[(3-chloropyridin-2-yl)oxy]methyl}pyrrolidin-1-yl]-1-(6-chloropyridin-3-yl)-4-oxo-1,4-dihydroquinoline-3-carboxylate